3-((4-(5-chloro-2-(hexahydropyrrolo[3,4-c]pyrrol-2(1H)-yl)phenyl)pyrrolo[2,1-f][1,2,4]triazin-6-yl)methyl)-6,6-dimethyl-3-azabicyclo[3.1.0]hexane-2,4-dione ClC=1C=CC(=C(C1)C1=NC=NN2C1=CC(=C2)CN2C(C1C(C1C2=O)(C)C)=O)N2CC1CNCC1C2